COC1=CC=C(C2=C1NC(=N2)NC(=O)N2CCC(CC2)C)C=2C=NN(C2)C 4-Methyl-piperidine-1-carboxylic acid [7-methoxy-4-(1-methyl-1H-pyrazol-4-yl)-1H-benzoimidazol-2-yl]-amide